[PH2](O)=O.C1(=CC=CC=C1)C=1C(=C(C(=O)[Li])C(=CC1C)C)C phenyl-2,4,6-trimethyl-benzoyl-lithium phosphinate